N=C(CCNC(=O)C1=CC(=CN1C)C1=C(C(=O)N)C=CC(=N1)C=CC1=CC(=CC=C1)OC)NC(C)C (5-((3-imino-3-(isopropylamino)propyl)carbamoyl)-1-methyl-1H-pyrrol-3-yl)-6-(3-methoxystyryl)nicotinamide